3-methyl-1-(3,3,3-trifluoropropyl)-2,5-dihydro-1H-pyrrole-2,5-dione CC=1C(N(C(C1)=O)CCC(F)(F)F)=O